FC1(CC=C(CC1)C1=C(C=C2C(=NC(N3C2=C1SCC3COC)=O)N3C[C@@H](N[C@@H](C3)C)C)C(F)(F)F)F 10-(4,4-difluorocyclohex-1-en-1-yl)-7-((3S,5R)-3,5-dimethylpiperazin-1-yl)-3-(methoxymethyl)-9-(trifluoromethyl)-2,3-dihydro-5H-[1,4]thiazino[2,3,4-ij]quinazolin-5-one